CC(C)=NO Acetone oxime